C(C)(C)(C)C1=C(C=CC(=C1)C(C)(C)C)OP(OC1=C(C=C(C=C1)C(C)(C)C)C(C)(C)C)OC1=C(C=C(C=C1)C(C)(C)C)C(C)(C)C tris(2,4-di-tert-butylphenyl)phosphite